NC1=CC(=C(C(=N1)C1=C(C=C2C(=NC(=NC2=C1F)OCC12CCCN2CCC1)N1C[C@@H](NCC1)CC#N)Cl)C(F)(F)F)C 2-((2S)-4-(7-(6-amino-4-methyl-3-(trifluoromethyl)pyridin-2-yl)-6-chloro-8-fluoro-2-((tetrahydro-1H-pyrrolizin-7a(5H)-yl)methoxy)quinazolin-4-yl)piperazin-2-yl)acetonitrile